ClC(C(C(=O)OCC)=O)C(=O)C1=CC(=C(C=C1)Cl)Cl ethyl 3-chloro-4-(3,4-dichlorophenyl)-2,4-dioxobutanoate